N1=C(N=CC=C1)C(C)NC(=O)[C@H]1CN(CC[C@@H]1NC(=O)C1=NOC(=C1)C1=C(C=C(C=C1)F)F)CC1CC1 (3S,4S)-1-cyclopropylmethyl-4-{[5-(2,4-difluoro-phenyl)-isoxazole-3-carbonyl]-amino}-piperidine-3-carboxylic acid (1-pyrimidin-2-yl-ethyl)-amide